3-[2-[2-[2-(2-aminoethoxy)ethoxy]ethoxy]ethoxy]propan-1-ol NCCOCCOCCOCCOCCCO